IC1=CC=CC2=C1OC1=C2C=2C=CC=CC2C=C1C1=CC=CC=C1 8-iodo-6-phenylbenzo[b]naphtho[1,2-d]furan